3-bromo-3'',5,5''-tri-tert-butyl-1,1':3',1''-terphenyl BrC=1C=C(C=C(C1)C(C)(C)C)C1=CC(=CC=C1)C1=CC(=CC(=C1)C(C)(C)C)C(C)(C)C